C(C1=CC=CC=C1)N1C(C(C(C1=O)C)(C=1C=C2C=NN(C2=CC1C)COCC[Si](C)(C)C)CC1=CC=CC=C1)=O 1,3-dibenzyl-4-methyl-3-(6-methyl-1-((2-(trimethylsilyl)ethoxy)methyl)-1H-indazol-5-yl)pyrrolidine-2,5-dione